decahydro-4,8,8-trimethyl-1,4-methanoazulene-9-carboxaldehyde CC12C3CCC(C3C(CCC1)(C)C)C2C=O